16-hydroperoxy-docosahexaenoic acid O(O)C(CCC=CC=CC=CC=CC=CC=CC(=O)O)CCCCCC